ClC1=CC=2C(=NC=C(N2)C)C(=N1)C1=C(C=C(C=C1)F)F 7-chloro-5-(2,4-difluorophenyl)-2-methylpyrido[3,4-b]Pyrazine